sodium hexadec-9-enoate C(CCCCCCCC=CCCCCCC)(=O)[O-].[Na+]